N-(2-(8-Ethyl-6-oxo-10-(2-oxo-2-((4-(trifluoromethyl)phenyl)amino)ethyl)-6,10-dihydropyrido[2',3':4,5]imidazo[1,2-a]pyrimidin-7-yl)phenyl)acrylamide C(C)C=1N=C2N(C(C1C1=C(C=CC=C1)NC(C=C)=O)=O)C1=C(N2CC(NC2=CC=C(C=C2)C(F)(F)F)=O)N=CC=C1